C(C)(C)(C)NCC=1C=C(C=CC1)C1=CC=2C(=NC=CC2C=2C=C3C(=NNC3=CC2)N)N1 5-(2-(3-((tert-butylamino)methyl)phenyl)-1H-pyrrolo[2,3-b]pyridin-4-yl)-1H-indazol-3-amine